C(CCCCCC)NC(OC1=C(C=C(C=C1OC)C=1NC(=C(N1)C=1SC=CC1)C1=CC=CC=C1)OC)=O 2,6-Dimethoxy-4-(5-phenyl-4-(thiophen-2-yl)-1H-imidazol-2-yl)phenyl heptylcarbamate